C(C)(C)OC(=O)N1C[C@H](CC1)OC1=CC(=C2C(=N1)C(=CS2)C(NC)=O)C(F)(F)F (S)-3-((3-(methylcarbamoyl)-7-(trifluoromethyl)thieno[3,2-b]pyridin-5-yl)oxy)pyrrolidine-1-carboxylic acid isopropyl ester